dipropoxytitanium bis(lactate) C(C(O)C)(=O)[O-].C(C(O)C)(=O)[O-].C(CC)O[Ti+2]OCCC